The molecule is a dihydroxyflavanone that is flavanone substituted by hydroxy groups at positions 5 and 7 and a 6-carboxy-1-phenylhex-1-en-3-yl group at position 6. It has a role as a plant metabolite. It is a dihydroxyflavanone and a monocarboxylic acid. C1C(OC2=C(C1=O)C(=C(C(=C2)O)C(CCCC(=O)O)/C=C/C3=CC=CC=C3)O)C4=CC=CC=C4